2-acetamido-N-(3-nitrophenyl)benzamide methyl-1-(cyclopropylmethyl)-1H-1,2,4-triazole-5-carboxylate COC(=O)C1=NC=NN1CC1CC1.C(C)(=O)NC1=C(C(=O)NC2=CC(=CC=C2)[N+](=O)[O-])C=CC=C1